C(#N)C(C)(C)C=1C=C(C=CC1)NC(=O)C1=CN=NC(=C1)C=1C=NC2=CC(=NC=C2C1)NC N-(3-(2-cyanopropan-2-yl)phenyl)-6-(7-(methylamino)-1,6-naphthyridin-3-yl)pyridazine-4-carboxamide